(S)-4-(1-(2-aminopropyl)-1H-pyridin-3-yl)-2-chlorobenzonitrile N[C@H](CN1CC(=CC=C1)C1=CC(=C(C#N)C=C1)Cl)C